N-((1H-Indol-5-yl)methyl)-N-(3-(quinolin-4-ylamino)propyl)acrylamide N1C=CC2=CC(=CC=C12)CN(C(C=C)=O)CCCNC1=CC=NC2=CC=CC=C12